(Ra)-6-(1-((S)-1-(4-(2-Ethoxypyridin-4-yl)phenyl)ethyl)-1H-indazol-7-carboxamido)spiro[3.3]heptan C(C)OC1=NC=CC(=C1)C1=CC=C(C=C1)[C@H](C)N1N=CC2=CC=CC(=C12)C(=O)NC1CC2(CCC2)C1